O=C(CCOCCC1=CC(=C2N1CCNC2=O)C(F)(F)F)N2CCN(CC2)C2=NC=C(C=N2)C(F)(F)F 6-(2-(3-oxo-3-(4-(5-(trifluoromethyl)pyrimidin-2-yl)piperazin-1-yl)propoxy)ethyl)-8-(trifluoromethyl)-3,4-dihydropyrrolo[1,2-a]pyrazin-1(2H)-one